B(O)(O)[C@@H]1[C@@H](C1)C=1C(=C(C(=O)O)C=CC1)O 3-[(1R,2S)-2-boronocyclopropyl]-2-hydroxybenzoic acid